ClC1=CC=C(C=C1)C(=C)NC(C)=O N-(1-(p-chlorophenyl)vinyl)acetamide